FC1=C(C(=O)N)C=C(C=C1)OC(F)(F)F 2-fluoro-5-(trifluoromethoxy)benzamide